ClC=1C=CC(=C(C1)C1=CC=C2C(=CN=NC2=C1)NCC1=C(C=C(C=C1)OC)OC)OC1=CN=CS1 7-[5-chloro-2-(1,3-thiazol-5-yloxy)phenyl]-N-[(2,4-dimethoxyphenyl)methyl]Cinnolin-4-amine